ClC(=C)C 2-chloropropene